F[C@H](C(=O)O)CC1=CC(=C(C(=C1)F)F)F (αS)-α,3,4,5-tetrafluoro-benzenepropanoic acid